tert-butyl (S)-6-(4,5-difluorobenzo[d]thiazol-7-yl)-8-(hydroxymethyl)-2,6-diazaspiro[3.4]octane-2-carboxylate FC1=C(C=C(C2=C1N=CS2)N2CC1(CN(C1)C(=O)OC(C)(C)C)[C@@H](C2)CO)F